C(C)N1C(=NC=C1)S(=O)(=O)NC=1C=CC=C2C(=CC=NC12)OC 1-ethyl-N-(4-methoxyquinolin-8-yl)-1H-imidazole-2-sulfonamide